3-(5-cyano-1H-indol-3-yl)-3-oxo-propionitrile C(#N)C=1C=C2C(=CNC2=CC1)C(CC#N)=O